C1(=CC=C(C=C1)N1N=NC2=C(C1=O)C=CC=C2)C 3-(p-tolyl)benzo[d][1,2,3]Triazin-4(3H)-one